FC1=CC(=CC=2N(C(=NC21)C)C2CCN(CC2)C)C2=CNC=1N=C(N=CC12)N[C@@H]1C[C@@H](C1)OC 5-(4-fluoro-2-methyl-1-(1-methylpiperidin-4-yl)-1H-benzo[d]imidazol-6-yl)-N-(cis-3-methoxycyclobutyl)-7H-pyrrolo[2,3-d]pyrimidin-2-amine